3-methyl-2-methylene-3-(3-(1-(4-(trifluoromethyl)phenyl)cyclopropyl)-1,2,4-oxadiazol-5-yl)butanoic acid CC(C(C(=O)O)=C)(C)C1=NC(=NO1)C1(CC1)C1=CC=C(C=C1)C(F)(F)F